1-hydroxyethyl-imidazole bis(trifluoromethylsulfonyl)imide salt [N-](S(=O)(=O)C(F)(F)F)S(=O)(=O)C(F)(F)F.OC(C)C=1NC=CN1